(trideuteriomethyl)imidazo[1,5-a]pyridine-7-sulfonamide [2H]C([2H])([2H])C=1N=CN2C1C=C(C=C2)S(=O)(=O)N